NC1=C(C2=C(N=C(N=C2NCCO)C)N1C1=C(C(=CC=C1C)OC)C)C#N 6-amino-4-[(2-hydroxyethyl)amino]-7-(3-methoxy-2,6-dimethylphenyl)-2-methylpyrrolo[2,3-d]pyrimidine-5-carbonitrile